2-Bromo-6,7-dihydro-5H-[1,2,4]triazolo[5,1-b][1,3]thiazine BrC1=NN2C(SCCC2)=N1